N-[4-[4-(azetidin-3-ylmethoxy)piperidine-1-carbonyl]-3-chloro-phenyl]-5-(2,3-difluoro-4-methoxy-phenyl)-1-methyl-imidazole-2-carboxamide N1CC(C1)COC1CCN(CC1)C(=O)C1=C(C=C(C=C1)NC(=O)C=1N(C(=CN1)C1=C(C(=C(C=C1)OC)F)F)C)Cl